[Si](C)(C)(C(C)(C)C)OC1=CC(=C(C=C1)C(CC(=O)OCC)=O)OC ethyl 3-(4-((tert-butyldimethylsilyl)oxy)-2-methoxyphenyl)-3-oxopropanoate